BrC=1C=CC=C2\C(\CC(C12)C(=O)OC)=N/O methyl (Z)-7-bromo-3-(hydroxyimino)-2,3-dihydro-1H-indene-1-carboxylate